(7R,8aS)-7-(2,3-dichloro-6-hydroxyphenyl)-2-[1-(2-hydroxyethyl)azetidin-3-yl]-hexahydropyrrolo[1,2-a]pyrazin-4-one ClC1=C(C(=CC=C1Cl)O)[C@H]1C[C@@H]2N(C(CN(C2)C2CN(C2)CCO)=O)C1